C([O-])([O-])=O.C(CCCCCCCCC)[N+](C)(C)CCCCCCCCCC.C(CCCCCCCCC)[N+](CCCCCCCCCC)(C)C N,N-Didecyl-N,N-dimethylammonium carbonate